C(C)(=O)NC1=C(C=C(C(=O)NC=2C(N(C=CC2)C(C(=O)NN(CC(=O)O)C(CF)=O)C(C)C)=O)C=C1)Cl N-(2-(3-(4-acetamido-3-chlorobenzamido)-2-oxopyridin-1(2H)-yl)-3-methylbutanamido)-N-(2-fluoroacetyl)glycine